[Cl-].[Cl-].C1=C(C=CC2=CC=CC=C12)C(=[Zr+2](C1=C(C(=CC=2C3=CC(=C(C=C3CC12)C)C(C)(C)C)C(C)(C)C)C)C1C=CC=C1)C1=CC2=CC=CC=C2C=C1 di(2-naphthyl)methylene(cyclopentadienyl)(2,7-dimethyl-3,6-ditert-butylfluorenyl)zirconium dichloride